3-(3-pyridyl)acrylic acid N1=CC(=CC=C1)C=CC(=O)O